8-[(1-tert-Butoxycarbonyl-piperidin-4-ylmethyl)-amino]-6-(3-fluoro-pyridin-4-yl)-imidazo[1,2-a]pyrazine-2-carboxylic acid ethyl ester C(C)OC(=O)C=1N=C2N(C=C(N=C2NCC2CCN(CC2)C(=O)OC(C)(C)C)C2=C(C=NC=C2)F)C1